2-[(2R)-2-hydroxypropoxy]-6-(morpholin-4-yl)pyridin O[C@@H](COC1=NC(=CC=C1)N1CCOCC1)C